C(#N)C=1C=C(C=CC1)C=1C(=NC2=CC=CC=C2N1)N1CC(CC1)C(C(=O)N)(C)C (1-(3-(3-cyanophenyl)quinoxalin-2-yl)pyrrolidin-3-yl)isobutyramide